ClC1=CC=C(C=C1)CC(=O)NC1=CC=C(C=C1)N1CCN(CC1)C(C(C)C)=O 2-(4-chlorophenyl)-N-[4-(4-isobutyryl-1-piperazinyl)phenyl]acetamide